5-methyl-1-(oxan-2-yl)indazol-4-amine CC1=C(C=2C=NN(C2C=C1)C1OCCCC1)N